2,2,2-trifluoroethyl 2-[2-(3,5-dichlorophenyl)-5-methyl-1-piperidyl]-2-oxo-acetate ClC=1C=C(C=C(C1)Cl)C1N(CC(CC1)C)C(C(=O)OCC(F)(F)F)=O